(1r,4s)-4-(((6-(2-chloro-3-(3-chloro-2-(4-((((1s,4s)-4-hydroxycyclohexyl)amino)methyl)-3-methoxyphenyl)pyridin-4-yl)phenyl)-2-methoxypyridin-3-yl)methyl)amino)cyclohexan-1-ol ClC1=C(C=CC=C1C1=C(C(=NC=C1)C1=CC(=C(C=C1)CNC1CCC(CC1)O)OC)Cl)C1=CC=C(C(=N1)OC)CNC1CCC(CC1)O